CC1=C(C#[N+][O-])C(=CC(=C1)O[Si](C(C)C)(C(C)C)C(C)C)C 2,6-dimethyl-4-triisopropylsilyloxy-benzonitrile oxide